9-Ethyl-6-fluoro-5-(hydroxymethyl)-2-methyl-2,9-dihydro-3H-pyridazino[3,4,5-de]quinazoline-3,8(7H)-dione C(C)N1C(NC=2C(=C(C=C3C2C1=NN(C3=O)C)CO)F)=O